2-ethylnaphthalene lithium [Li].C(C)C1=CC2=CC=CC=C2C=C1